N-[(3S,5R)-5-hydroxytetrahydropyran-3-yl]carbamic acid tert-butyl ester C(C)(C)(C)OC(N[C@@H]1COC[C@@H](C1)O)=O